4-[[4-[[4-(2-cyanoethenyl)-2,6-dimethylphenyl]-amino]-2-pyrimidinyl]-amino]-benzonitrile C(#N)C=CC1=CC(=C(C(=C1)C)NC1=NC(=NC=C1)NC1=CC=C(C#N)C=C1)C